ClC1=CC=C(S1)CN(C1=C(C(=NN1C(=O)C1=CSC=C1)C1NCCN(C1C)S(=O)(=O)C)F)C N-[(5-chlorothiophen-2-yl)methyl]-4-fluoro-3-(4-methanesulfonyl-3-methylpiperazin-2-yl)-N-methyl-1-(thiophene-3-carbonyl)-1H-pyrazol-5-amine